ClC1=NC2=CC(=CC=C2C(=N1)Cl)OC(C)C 2,4-dichloro-7-isopropoxyquinazoline